C1(CCCCC1)C(CO)(CO)CCCCC 2-cyclohexyl-2-n-pentyl-1,3-propanediol